COC1=C(C=CC(=C1)OC)NCC1=CC=C(C=C1)OC (2,4-dimethoxyphenyl)-(4-methoxyphenyl)methylamine